FC1=C2NC(C=3N(C2=C(C(=C1)C1=C2C=CN(C2=CC=C1)S(=O)(=O)C)OC)C(=NN3)C)(C)C 6-Fluoro-9-methoxy-1,4,4-trimethyl-8-(1-methylsulfonyl-1H-indol-4-yl)-5H-[1,2,4]triazolo[4,3-a]quinoxaline